2-[[(1R,3S)-3-aminocyclohexyl]methyl]-5-bromo-6-fluoro-isoindolin-1-one N[C@@H]1C[C@@H](CCC1)CN1C(C2=CC(=C(C=C2C1)Br)F)=O